S(=O)(=O)(O)O.C(CCCCCCCCCCCCC)OCCCCCCCCCCCCCC myristylether sulfate